CC=1C=C2CN(C(C2=CC1)=O)CC1=CC2=C(NC(O2)=O)C=C1 6-((5-methyl-1-oxoisoindolin-2-yl)methyl)benzo[d]oxazol-2(3H)-one